C(=O)(O)C1=CC=C(C=C1)NC1=NC(=NC(=N1)NC1=CC=C(C=C1)C(=O)O)NC1=CC=C(C=C1)C(=O)O 2,4,6-tri[(p-carboxyl-phenyl)amino]-1,3,5-triazine